2-fluoro-4-methylbenzoic acid FC1=C(C(=O)O)C=CC(=C1)C